3-(pyridin-3-ylmethyl)-1-[4-(pyrrolidine-1-sulfonyl)phenyl]urea N1=CC(=CC=C1)CNC(NC1=CC=C(C=C1)S(=O)(=O)N1CCCC1)=O